1-{4-[4-({3-methyl-4-[(1-methyl-1,3-benzodiazol-5-yl)methyl]phenyl}amino)pyrido[3,4-d]pyrimidin-6-yl]piperazin-1-yl}prop-2-en-1-one CC=1C=C(C=CC1CC1=CC2=C(N(C=N2)C)C=C1)NC=1C2=C(N=CN1)C=NC(=C2)N2CCN(CC2)C(C=C)=O